N-(3-hydroxyphenyl)benzamide OC=1C=C(C=CC1)NC(C1=CC=CC=C1)=O